6-(5-bromo-3-methoxypyridin-2-yl)-5-(3-fluoro-4-((6-methylpyridin-2-yl)oxy)phenyl)-N-(4-methoxybenzyl)-5H-pyrrolo[3,2-d]pyrimidin-4-amine BrC=1C=C(C(=NC1)C1=CC=2N=CN=C(C2N1C1=CC(=C(C=C1)OC1=NC(=CC=C1)C)F)NCC1=CC=C(C=C1)OC)OC